5-(5-(Piperidin-1-ylmethyl)furan-2-yl)-N-(pyridine-4-yl)-1H-indole-3-carboxamide hydrochloride Cl.N1(CCCCC1)CC1=CC=C(O1)C=1C=C2C(=CNC2=CC1)C(=O)NC1=CC=NC=C1